ClC1=NC(=C(C(=N1)Cl)C(OC)OC)NNC=1C(=NN(C1C)C(C)C)C 2,4-Dichloro-5-(dimethoxymethyl)-6-(2-(1-isopropyl-3,5-dimethyl-1H-pyrazol-4-yl)hydrazinyl)pyrimidine